NC=1C2=C(N=C(N1)CC)C=CC(=N2)C=2C=C(C=CC2)C#C[C@]2(C(N(CC2)C)=O)O (R)-3-((3-(4-Amino-2-ethylpyrido[3,2-d]pyrimidin-6-yl)phenyl)ethynyl)-3-hydroxy-1-methylpyrrolidin-2-one